1-[2,6-dichloro-4-(trifluoromethyl)phenyl]-4-[(trifluoromethyl)sulfinyl]-1H-pyrazol ClC1=C(C(=CC(=C1)C(F)(F)F)Cl)N1N=CC(=C1)S(=O)C(F)(F)F